[Na].C1CCC2=C(C=3CCCC3C=C12)NC(NS(N(C1CN(C(CC1)=O)C)C=1C=NN(C1)C)(=O)=O)=O 3-(1,2,3,5,6,7-hexahydro-s-indacen-4-yl)-1-[(1-methyl-1H-pyrazol-4-yl)(1-methyl-6-oxopiperidin-3-yl)sulfamoyl]urea sodium salt